C(#N)[C@H]1N(CSC1)C(CNC(=O)C1=CC=NC2=CC=C(C=C12)N1CC(C1)C=1C=C(C=CC1)C)=O (R)-N-(2-(4-cyanothiazolidin-3-yl)-2-oxoethyl)-6-(3-(m-tolyl)azetidin-1-yl)quinoline-4-carboxamide